5-(imidazo[1,2-a]pyridin-6-yl)-N-(trans-4-(2-methoxyethoxy)cyclohexyl)pyrrolo[2,1-f][1,2,4]triazin-2-amine N=1C=CN2C1C=CC(=C2)C=2C=CN1N=C(N=CC12)N[C@@H]1CC[C@H](CC1)OCCOC